2-(2,4-Difluorophenyl)-N-[(3S)-9-fluoro-2-oxo-5-phenyl-1,3-dihydro-1,4-benzodiazepine-3-Yl]imidazo[1,2-b]pyridazine-3-carboxamide FC1=C(C=CC(=C1)F)C=1N=C2N(N=CC=C2)C1C(=O)N[C@@H]1C(NC2=C(C(=N1)C1=CC=CC=C1)C=CC=C2F)=O